ClC1=CC=C(C=C1)C[C@@H](CC(C=C)=O)NC(OC(C)(C)C)=O tert-butyl (S)-(1-(4-chlorophenyl)-4-oxohex-5-en-2-yl)carbamate